FC1=CC=C(C(=O)N[C@@H](CO)C2=NC(=NO2)C2=CC(=C(C=C2)C(F)(F)F)F)C=C1 4-fluoro-N-[(1S)-1-{3-[3-fluoro-4-(trifluoromethyl)phenyl]-1,2,4-oxadiazol-5-yl}-2-hydroxyethyl]benzamide